C(C1=CC=CC=C1)OC(=O)C1CC(=CCC1)C1=CC=NC=C1 3-(pyridin-4-yl)cyclohex-3-ene-1-carboxylic acid benzyl ester